5-(cyclohexylmethyl)-N-(4-(5-(2-isopropoxyethoxy)-2-(trifluoromethyl)phenyl)pyridin-2-yl)-4H-1,2,4-triazole-3-carboxamide C1(CCCCC1)CC=1NC(=NN1)C(=O)NC1=NC=CC(=C1)C1=C(C=CC(=C1)OCCOC(C)C)C(F)(F)F